COC=1C(=CC=2N(C1)N=C(N2)C)C(=O)O 6-methoxy-2-methyl-[1,2,4]triazolo[1,5-a]pyridine-7-carboxylic acid